Cl.Cl.[C@H]12CN(C[C@H](CC1)N2)C=2C1=C(N=C(N2)OCC23CCCN3CC(C2)F)C(=C(N=C1)C1=C(C=CC=C1)C(C)(C)C)F 4-((1R,5S)-3,8-diazabicyclo[3.2.1]octan-3-yl)-7-(2-(tert-butyl)phenyl)-8-fluoro-2-((2-fluorotetrahydro-1H-pyrrolizin-7a(5H)-yl)methoxy)pyrido[4,3-d]pyrimidine dihydrochloride